O=C1N(C(C2=CC=CC=C12)=O)CCCOC1=C(C(=O)[O-])C=CC(=C1)OC 3-(1,3-dioxoisoindolin-2-yl)propoxy-4-methoxybenzoate